thiomorpholin-4-ylsulfone N1(CCSCC1)S(=O)(=O)N1CCSCC1